N-(1-cyanocyclopropyl)-7-[4-isobutyrylpiperazin-1-yl]pyrazolo[1,5-a]pyridin-5-sulfonamide C(#N)C1(CC1)NS(=O)(=O)C1=CC=2N(C(=C1)N1CCN(CC1)C(C(C)C)=O)N=CC2